CN1C(C2=C(C(=C1)C1=CC=C3C=CN(C3=C1)CC1=CC(=CC(=C1)F)F)C=CN2)=O 6-methyl-4-(1-(3,5-difluorobenzyl)-1H-indol-6-yl)-1,6-dihydro-7H-pyrrolo[2,3-c]pyridin-7-one